F[C@@H]1[C@@H](CNC1)NC1=NN=C(C2=CC=CC=C12)C1=CC=C(C=C1)C(F)(F)F N-((3R,4S)-4-fluoropyrrolidin-3-yl)-4-(4-(trifluoromethyl)phenyl)phthalazin-1-amine